FC1CN(CC1)CCCOC=1C=C2N(C3CCCCC3=CC2=CC1OC)C 6-[3-(3-fluoropyrrolidin-1-yl)propoxy]-7-methoxy-N-methyl-1,2,3,4-tetrahydroacridin